O1CC(=CC1)C1=CC=2C3=NNC4=CC=C(OCCCNC(COC(=C1)C2)=O)C=C34 4-(2,5-dihydrofuran-3-yl)-7,14-dioxa-10,19,20-triazatetracyclo[13.5.2.12,6.018,21]tricosa-1(20),2(23),3,5,15,17,21-heptaen-9-one